C1(CCC1)C1=C(C=CC=C1)C1=NC(=NC(=C1)OC1=CC=C(C=C1)N1CCNCC1)NS(=O)(=O)C=1C=NN(C1)C N-[4-(2-cyclobutylphenyl)-6-(4-piperazin-1-ylphenoxy)pyrimidin-2-yl]-1-methyl-pyrazole-4-sulfonamide